4-(2-{[(2R,7aS)-2-fluoro-hexahydropyrrolizin-7a-yl]methoxy}-5-{4-azaspiro[2.4]heptan-4-yl}pyrido[4,3-d]pyrimidin-7-yl)-5-ethynyl-6-fluoronaphthalen-2-ol F[C@@H]1C[C@@]2(CCCN2C1)COC=1N=CC2=C(N1)C=C(N=C2N2C1(CC1)CCC2)C2=CC(=CC1=CC=C(C(=C21)C#C)F)O